10,10-dimethyl-9-oxo-4-(pyridin-4-yl)-1-oxa-4-azaspiro[5.5]undec-7-ene-8-carbonitrile CC1(C(C(=CC2(CN(CCO2)C2=CC=NC=C2)C1)C#N)=O)C